FC1=C2CC[C@@H](CC1)N2C fluorotropen